2-chloro-N-[(1R,3S)-3-{[6-chloro-2-(trifluoromethyl)quinolin-4-yl]amino}cyclohexyl]-1-methyl-1H-imidazole-5-carboxamide ClC=1N(C(=CN1)C(=O)N[C@H]1C[C@H](CCC1)NC1=CC(=NC2=CC=C(C=C12)Cl)C(F)(F)F)C